2-(methoxymethyl)-N-propyl-6-({[2-(trifluoromethyl)phenyl]carbonyl}amino)-1H-benzimidazole-4-carboxamide COCC1=NC2=C(N1)C=C(C=C2C(=O)NCCC)NC(=O)C2=C(C=CC=C2)C(F)(F)F